OC[C@H]1OC[C@@H]([C@H]([C@H]1O)O)NC1=NC=CN=C1C(F)(F)F (2R,3R,4R,5S)-2-(hydroxymethyl)-5-((3-(trifluoromethyl)pyrazin-2-yl)amino)tetrahydro-2H-pyran-3,4-diol